C1(CC1)[C@]1(C(N([C@H](C1)C)C=1C=2N(N=CC1)C=C(C2)C=2C=NN(C2)C)=O)C#N (3S,5S)-3-cyclopropyl-5-methyl-1-[6-(1-methylpyrazol-4-yl)pyrrolo[1,2-b]pyridazin-4-yl]-2-oxopyrrolidine-3-carbonitrile